tert-butyl (cyclopropylmethyl)(trans-2-(4-((5-methyl-1,3,4-thiadiazol-2-yl)carbamoyl)thiophen-2-yl)cyclopropyl)carbamate C1(CC1)CN(C(OC(C)(C)C)=O)[C@H]1[C@@H](C1)C=1SC=C(C1)C(NC=1SC(=NN1)C)=O